7-bromo-1,3-dichloro-6-fluoroisoquinoline BrC1=C(C=C2C=C(N=C(C2=C1)Cl)Cl)F